1,4-Oxazepan-6-ol hydrogen chloride Cl.O1CCNCC(C1)O